methyl 3-(1-methyl-1H-1,2,4-triazol-3-yl)-2-oxopropanoate CN1N=C(N=C1)CC(C(=O)OC)=O